OC1OCCC1 hydroxy-tetrahydrofuran